tert-butyl 4-(3-(3-chloro-4-(dimethylcarbamoyl)phenylamino)azetidin-1-yl)piperidine-1-carboxylate ClC=1C=C(C=CC1C(N(C)C)=O)NC1CN(C1)C1CCN(CC1)C(=O)OC(C)(C)C